N1=CC=CC=C1.C1(=CC=CC=C1)N1C2=CC=CC=C2C=2C=CC=CC12 N-phenylcarbazole pyridine salt